N(N)C1=NC(=CC(=N1)C#N)NC1=CC(=CC=C1)C#N 2-hydrazino-6-[(3-cyanophenyl)amino]pyrimidine-4-carbonitrile